4-methylsulfonyl-butane CS(=O)(=O)CCCC